6-(2-bromophenyl)-2,3,4-triphenylpyridine BrC1=C(C=CC=C1)C1=CC(=C(C(=N1)C1=CC=CC=C1)C1=CC=CC=C1)C1=CC=CC=C1